BrC1=CC(=C(C=C1F)N1CCN(CC1)C)[N+](=O)[O-] 1-(4-Bromo-5-fluoro-2-nitrophenyl)-4-methylpiperazine